N-methyl-2-(3-nitropyrazol-1-yl)-N-(2,2,2-trifluoroethyl)propanamide CN(C(C(C)N1N=C(C=C1)[N+](=O)[O-])=O)CC(F)(F)F